FC=1C=C(C=CC1O)CC(C(=O)NC1=C(C(=O)O)C=CC=C1)C(=O)O 2-(3-(3-fluoro-4-hydroxy-phenyl)-2-carboxy-propionamido)-benzoic acid